2-(7-(4-chlorophenyl)-9-methoxy-2-methyl-3-oxo-3,5-dihydro-2H-benzo[c]pyrido[3,4-e]azepin-5-yl)acetamide ClC1=CC=C(C=C1)C1=NC(C=2C(C3=C1C=C(C=C3)OC)=CN(C(C2)=O)C)CC(=O)N